BrCC(=O)OCC(CCCC)CC 2-ethylhexyl 2-bromoacetate